C12CN(CC(CC1)N2)C=2OC1=C(N2)C(=CC=C1C=1SC=CN1)CO (2-(3,8-diazabicyclo[3.2.1]octan-3-yl)-7-(thiazol-2-yl)benzo[d]oxazol-4-yl)methanol